C(=O)(O)CC=1C=CC(=C(OCCOCCNC=2C(=C(C(=O)O)C=CC2)C=O)C1)F (2-(2-(5-(carboxymethyl)-2-fluorophenoxy)ethoxy)ethylamino)-2-formylbenzoic acid